dimethylsilanediylbis(4,5,6,7-tetrahydroindenyl)zirconium C[Si](=[Zr](C1C=CC=2CCCCC12)C1C=CC=2CCCCC12)C